N-methyl-N-p-tolylnitrosamide CN(N=O)C1=CC=C(C=C1)C